4-hydroxy-2,5-dimethoxypyrimidine OC1=NC(=NC=C1OC)OC